FC1=C(C=CC(=C1)C(F)(F)F)COC1CNC1 3-[[2-Fluoro-4-(trifluoro-methyl)phenyl]methoxy]azetidine